CC1=NC(=CC(=N1)NC1=CC2=C(C=N1)C(NN2C2=CC(=CC=C2)COC)=O)C 6-((2,6-dimethylpyrimidin-4-yl)amino)-1-(3-(methoxymethyl)phenyl)-1,2-dihydro-3H-pyrazolo[4,3-c]pyridin-3-one